CC=1C=NC(=NC1)N1CCC(CC1)C(C)OC=1SC2=NC(=CC=C2N1)C=1C=NC(=CC1)S(=O)(=O)C 2-(1-(1-(5-methylpyrimidin-2-yl)piperidin-4-yl)ethoxy)-5-(6-(methylsulfonyl)pyridin-3-yl)thiazolo[5,4-b]pyridin